C1=NC=CC2=C1NC1=CC=CC=C1N2 5,10-dihydropyrido[3,4-b]quinoxaline